CC1=C(C=CC(=C1)C)CCNC1=CC(=NC=N1)C1=CC(=CS1)OCC 5-{6-[2-(2,4-Dimethyl-phenyl)-ethylamino]-pyrimidin-4-yl}-3-ethoxy-thiophene